tert-butyl ((3''-amino-3-fluoro-5-methoxy-2',2''-dimethyl-[1,1':3',1''-terphenyl]-4-yl)methyl)carbamate NC=1C(=C(C=CC1)C=1C(=C(C=CC1)C1=CC(=C(C(=C1)OC)CNC(OC(C)(C)C)=O)F)C)C